(R)-2-(6-(2-(1-(2-azaspiro[3.3]heptan-6-yl)piperidin-4-yl)-2-azaspiro[3.3]heptan-6-yl)-5-methyl-6,7,8,9-tetrahydro-5H-pyrido[3',4':4,5]pyrrolo[2,3-c]pyridazin-3-yl)phenol C1NCC12CC(C2)N2CCC(CC2)N2CC1(C2)CC(C1)N1[C@@H](C2=C(NC=3N=NC(=CC32)C3=C(C=CC=C3)O)CC1)C